CCCCCCCCCC1=CC=C(C=C1)NC2=CC=C(C=C2)CCCCCCCCC 4,4'-dinonyldiphenylamine